ethyl tricosenoate C(C=CCCCCCCCCCCCCCCCCCCCC)(=O)OCC